1,4,8,12-tetraazacyclopentadecane-9,11-dione N1CCNCCCNC(CC(NCCC1)=O)=O